FC(OC1=CC=C(C=N1)CN)(F)F (6-(trifluoromethoxy)pyridine-3-yl)methylamine